4-(Imidazo[1,2-a]pyridin-3-yl)-N-(6-(4-methylpiperazin-1-yl)pyridin-3-yl)pyrimidin-2-amine N=1C=C(N2C1C=CC=C2)C2=NC(=NC=C2)NC=2C=NC(=CC2)N2CCN(CC2)C